C(C)(C)[Si](C#CC(=C)C)(C(C)C)C(C)C triisopropyl(3-methylbut-3-en-1-ynyl)silane